SCCCCCS 1,5-dimercapto-n-pentane